2-Chloro-N-(1-(3-fluoropyridin-2-yl)ethyl)-N-((5-(trifluoromethyl)pyridin-2-yl)methyl)acetamide ClCC(=O)N(CC1=NC=C(C=C1)C(F)(F)F)C(C)C1=NC=CC=C1F